2-(benzyloxy)-4-(N-(4-cyclohexylbenzyl)-1-((perfluorophenyl)sulfonyl)azetidine-3-carboxamido)benzoyl chloride C(C1=CC=CC=C1)OC1=C(C(=O)Cl)C=CC(=C1)N(C(=O)C1CN(C1)S(=O)(=O)C1=C(C(=C(C(=C1F)F)F)F)F)CC1=CC=C(C=C1)C1CCCCC1